2-pyrimidin-2-yl-4-(3,3,5,5-tetramethylcyclohexen-1-yl)-5-(trifluoromethyl)pyrazol-3-amine N1=C(N=CC=C1)N1N=C(C(=C1N)C1=CC(CC(C1)(C)C)(C)C)C(F)(F)F